2,2,4-trimethyl-1,6-hexanediol CC(CO)(CC(CCO)C)C